N(N)C(=S)N(C(C(C(C)C1=CC(=CC=C1)N1C(C2=CC=CC(=C2C1)C(F)(F)F)=O)O)=O)C cis-N-(hydrazinecarbonothioyl)-2-hydroxy-N-methyl-3-(3-(1-oxo-4-(trifluoromethyl)isoindolin-2-yl)phenyl)butanamide